F[C@@H]1COCC[C@@H]1NC1=NC=C2N=C(N(C2=N1)C1CCC(CC1)C(=O)N)NC1=C(C=C(C=C1Cl)Cl)Cl (1R,4s)-4-(2-((3S,4S)-3-fluorotetrahydro-2H-pyran-4-ylamino)-8-(2,4,6-trichlorophenylamino)-9H-purin-9-yl)cyclohexanecarboxamide